[Cl-].C(C)(=O)N[C@H]1[C@@H](O)O[C@@H]([C@H]([C@@H]1OC(C)=O)OC(C)=O)COC(C)=O 2-acetamido-3,4,6-tri-O-acetyl-2-deoxy-alpha-D-glucopyranose chloride